CC1=CC(C2C(C1C2)(C)C)O trans-4,6,6-Trimethylbicyclo[3.1.1]hept-3-en-2-ol